ClC1=CC(=C(C=C1C)O)C1=CN=CO1 4-chloro-5-methyl-2-oxazol-5-yl-phenol